ClC(C(=O)OCCCCCCCCCCCCCCCCCCCCCC)=C docosyl alpha-chloroacrylate